3-(5-((R)-2-(hydroxymethyl)morpholino)-1-oxoisoindolin-2-yl)piperidine-2,6-dione OC[C@@H]1OCCN(C1)C=1C=C2CN(C(C2=CC1)=O)C1C(NC(CC1)=O)=O